ethyl 2-phenylimidazo[1,2-b]pyridazine-3-carboxylate C1(=CC=CC=C1)C=1N=C2N(N=CC=C2)C1C(=O)OCC